ferric oxide barium [Ba+2].[O-2].[Fe+3]